Oleyl alcohol C(CCCCCCC\C=C/CCCCCCCC)O